5-[(2-fluorophenyl)methoxy]-2-methylpyrazolo[1,5-a]pyridine-3-carboxylic acid FC1=C(C=CC=C1)COC1=CC=2N(C=C1)N=C(C2C(=O)O)C